C1(=CC=C(C=C1)CN1N=CC2=C(C=CC(=C12)C(=O)NC1CC2(CCC2)C1)Cl)C1=CC=CC=C1 6-(1-([1,1'-Biphenyl]-4-ylmethyl)-4-chloro-1H-indazol-7-carboxamido)spiro[3.3]heptan